C(CCCCCCCCCCC)C(COC(C)=O)CCCCCCCCCCCCCC 2-((2-dodecylhexadecyl)oxy)-2-oxoethane